succinic acid mono[2-(2-methoxy-ethoxy)-ethyl] ester COCCOCCOC(CCC(=O)O)=O